C(CC(=O)C)(=O)OCCOC(C=C)=O Acetoacetoxyethylacrylat